2-(6-chloro-5-nitropyrimidin-4-yl)octahydrocyclopenta[c]Pyrrole ClC1=C(C(=NC=N1)N1CC2C(C1)CCC2)[N+](=O)[O-]